C(#N)C1(CC1)NS(=O)(=O)C1=CC=C2C3=C(N(C2=C1)C=1SC(=NN1)C(F)F)N=CN=C3C3C[C@@H](N(CC3)C(=O)OC(C)(C)C)C tert-butyl (2S)-4-(7-(N-(1-cyanocyclopropyl) sulfamoyl)-9-(5-(difluoromethyl)-1,3,4-thiadiazol-2-yl)-9H-pyrimido[4,5-b]indol-4-yl)-2-methylpiperidine-1-carboxylate